C(C)OC1=C(C=CC(=C1)N(C1=CC=CC=C1)CC)C1(OC(=O)C2=CC=CN=C12)C1=C(N(C2=CC=CC=C12)CC)C 3-[2-ethoxy-4-(N-ethylanilino)phenyl]-3-(1-ethyl-2-methylindole-3-yl)-4-azaphthalide